1-((tert-butyldimethylsilyl)oxy)-3-(octadecyloxy)propan-2-ol [Si](C)(C)(C(C)(C)C)OCC(COCCCCCCCCCCCCCCCCCC)O